COC(=O)C1(CC(N(CC1)C(C1=C(C(=CC=C1)Cl)F)=O)C)CC1=NC(=CC=C1F)Br 4-((6-bromo-3-fluoropyridine-2-Yl)methyl)-1-(3-chloro-2-fluorobenzoyl)-2-methylpiperidine-4-carboxylic acid methyl ester